2-(7-((2S,5R)-4-(1-(2,3-dihydrobenzo[b][1,4]dioxin-6-yl)ethyl)-2,5-diethylpiperazin-1-yl)-4-methyl-5-oxo-4,5-dihydro-2H-pyrazolo[4,3-b]pyridin-2-yl)acetonitrile O1C2=C(OCC1)C=C(C=C2)C(C)N2C[C@@H](N(C[C@H]2CC)C=2C=1C(N(C(C2)=O)C)=CN(N1)CC#N)CC